O1C(=CC2=C1C=CC=C2)C2=NC1=C(C(=C(C=C1C(N2)=O)OC)OC)OC 2-(benzofuran-2-yl)-6,7,8-trimethoxyquinazolin-4(3H)-one